(E)-N-(4-(1-(6-(4-(8-(2-(2,6-dioxopiperidin-3-yl)-1-oxoisoindolin-5-yl)oct-7-yn-1-yl)piperazin-1-yl)pyridazine-3-carbonyl)piperidin-4-yl)butyl)-3-(pyridin-3-yl)acrylamide O=C1NC(CCC1N1C(C2=CC=C(C=C2C1)C#CCCCCCCN1CCN(CC1)C1=CC=C(N=N1)C(=O)N1CCC(CC1)CCCCNC(\C=C\C=1C=NC=CC1)=O)=O)=O